6,8-bis(benzylthio)octanoamide C(C1=CC=CC=C1)SC(CCCCC(=O)N)CCSCC1=CC=CC=C1